(3R)-Sodium Hydroxybutyrate OC(C(=O)[O-])CC.[Na+]